C(C)(C)(C)OC(COC1CC1)=O 1-(2-(tert-butoxy)-2-oxoethoxy)cyclopropan